N1C(=CC=CC2=C1C=CC=C2)S benzazepineThiol